C(C1=CC=CC=C1)OC[C@H]1C[C@H](NC1=O)C(=O)O (2S,4R)-4-(benzyloxymethyl)-5-oxo-pyrrolidine-2-carboxylic acid